phenyl (3-chloro-4-methylphenyl)carbamate ClC=1C=C(C=CC1C)NC(OC1=CC=CC=C1)=O